2,5-di(t-amyl)hydroquinone C(C)(C)(CC)C1=C(O)C=C(C(=C1)O)C(C)(C)CC